(R)-5-(1-aminocyclopropane-1-carboxamido)-2-methyl-N-(1-(naphthalen-1-yl)ethyl)benzamide 2,2,2-trifluoroacetate FC(C(=O)O)(F)F.NC1(CC1)C(=O)NC=1C=CC(=C(C(=O)N[C@H](C)C2=CC=CC3=CC=CC=C23)C1)C